1,3-di(glycidyl)-5,5-dimethylhydantoin C(C1CO1)N1C(=O)N(C(=O)C1(C)C)CC1CO1